C(C)(C)(C)OC(=O)N1CC(C1)C1=NC=NC2=C(C(=C(C=C12)Cl)Br)F 3-(7-bromo-6-chloro-8-fluoro-quinazolin-4-yl)azetidine-1-carboxylic acid tert-butyl ester